2-(5-fluoropyridin-2-yl)-3-(3-methoxypyridin-4-yl)-6,6-dimethyl-6,7-dihydro-4H-pyrazolo[5,1-c][1,4]oxazine FC=1C=CC(=NC1)C1=NN2C(COC(C2)(C)C)=C1C1=C(C=NC=C1)OC